1-((5-(5-(difluoromethyl)-1,3,4-oxadiazole-2-yl)pyridine-2-yl)methyl)-6-fluoro-3-(1-methylpiperidine-4-yl)-5-(pyridine-4-yl)-1,3-dihydro-2H-benzo[d]imidazole-2-one FC(C1=NN=C(O1)C=1C=CC(=NC1)CN1C(N(C2=C1C=C(C(=C2)C2=CC=NC=C2)F)C2CCN(CC2)C)=O)F